methyl 2-{7-cyano-1,1,3-trioxo-4H-1lambda6-pyrido[3,2-e][1,2,4]thiadiazin-2-yl}acetate C(#N)C=1C=CC=2NC(N(S(C2N1)(=O)=O)CC(=O)OC)=O